FC(C1=NN=C(S1)C1=CN=C2N1C=C(C=C2N2CCN(CC2)CCF)S(=O)(=O)NC2(CC2)C)F 3-(5-(difluoromethyl)-1,3,4-thiadiazol-2-yl)-8-(4-(2-fluoroethyl)piperazin-1-yl)-N-(1-methylcyclopropyl)imidazo[1,2-a]pyridine-6-sulfonamide